ClC1=CC=C(C=C1)C(=O)N1C(C=2N(CC1)C(=NN2)C2=NC(=NS2)C)C (4-chlorophenyl)(8-methyl-3-(3-methyl-1,2,4-thiadiazol-5-yl)-5,6-dihydro-[1,2,4]triazolo[4,3-a]pyrazin-7(8H)-yl)methanone